C(#N)C=1N(C2=C(C=CC(=C2C1)OC)F)CCNC1=CC(=NC=N1)C1=CC(=C(S1)C(=O)NS(=O)(=O)C1=CC=CC=C1)OCC N-(5-{6-[2-(2-Cyano-7-fluoro-4-methoxy-indol-1-yl)-ethylamino]-pyrimidin-4-yl}-3-ethoxy-thiophen-2-carbonyl)-benzensulfonamid